FC(C=1N=C(NC(C1)=O)C=1C(=C(CNC(C(C)C)=O)C=CC1C(F)(F)F)F)F N-{3-[4-(difluoromethyl)-6-oxo-1,6-dihydropyrimidin-2-yl]-2-fluoro-4-(trifluoromethyl)benzyl}isobutyramide